3-[5-(Azidomethyl)-4-methylpyrimidin-2-yl]-3-azabicyclo[3.1.0]hexane N(=[N+]=[N-])CC=1C(=NC(=NC1)N1CC2CC2C1)C